O=C1N(C2=CC=NC=C2CC1)CC(=O)NC1=C(SC=C1)C=1N=CSC1 2-(2-Oxo-3,4-dihydro-1,6-naphthyridin-1(2H)-yl)-N-(2-(thiazol-4-yl)thiophen-3-yl)acetamide